C(CCCC)C(C(C)(C)OC(C(C(C)(C)C)CCCCC)(C)C)C(C)(C)C n-pentyl-1,1,3,3-tetramethyl-butyl ether